ClC1=C(O[C@@H](C(=O)OC)C)C=CC(=C1)C (R)-Methyl 2-(2-chloro-4-methylphenoxy)propanoate